tert-butyl (S)-3-(5-oxo-3-(4,4,5,5-tetramethyl-1,3,2-dioxaborolan-2-yl)-7,8-dihydro-1,6-naphthyridin-6(5H)-yl)pyrrolidine-1-carboxylate O=C1C=2C=C(C=NC2CCN1[C@@H]1CN(CC1)C(=O)OC(C)(C)C)B1OC(C(O1)(C)C)(C)C